C1(=CC=CC=C1)C1=CC=CC(=N1)C[C@@H]1N(CCC[C@@H]1NS(=O)(=O)CCC)C(=O)OC(C)C isopropyl cis-2-((6-phenylpyridin-2-yl)methyl)-3-((propylsulfonyl)amino)piperidine-1-carboxylate